CC=1C=C2CCCNC2=NC1CCCCCO[C@H]1CNCC1 (R)-6-methyl-7-(5-(pyrrolidin-3-yloxy)pentyl)-1,2,3,4-tetrahydro-1,8-naphthyridine